N-methyl-N-octadecyl-4-(octadecyloxy)aniline CN(C1=CC=C(C=C1)OCCCCCCCCCCCCCCCCCC)CCCCCCCCCCCCCCCCCC